6-chloro-7-(2-fluoro-6-hydroxyphenyl)-4-(4-(2-propenoyl)-1-piperazinyl)-1-((1-(trifluoromethyl)cyclopropyl)methyl)pyrido[2,3-d]pyrimidin-2(1H)-one ClC1=CC2=C(N(C(N=C2N2CCN(CC2)C(C=C)=O)=O)CC2(CC2)C(F)(F)F)N=C1C1=C(C=CC=C1O)F